1-(6-fluoro-4-hydroxy-3-methyl-2-tetrahydropyran-3-yl-8-quinolyl)ethanone FC=1C=C2C(=C(C(=NC2=C(C1)C(C)=O)C1COCCC1)C)O